2-(3-(3,4-dihydroisoquinolin-2(1H)-yl)-2-hydroxypropyl)-6-(piperazine-1-carbonyl)-3,4-Dihydroisoquinolin-1(2H)-one C1N(CCC2=CC=CC=C12)CC(CN1C(C2=CC=C(C=C2CC1)C(=O)N1CCNCC1)=O)O